C(CCCCCCC)SC1=NC(=NC(=N1)SCCCCCCCC)NC1=CC(=C(C(=C1)C(C)(C)C)O)C(C)(C)C 2,4-bis(n-octylthio)-6-(4'-hydroxy-3,5-di-t-butylanilino)-1,3,5-triazine